CN(CCN1C2=C(C3=CC=C(C=C13)O)C=C(N=C2C)F)C 9-(2-(dimethylamino)ethyl)-3-fluoro-1-methyl-9H-pyrido[3,4-b]indol-7-ol